C(C(=C)C)(=O)OCCC(C(=O)O)CC(=O)O.CC1=C(C(=CC=C1)C)[C@@H](CC1=NC2=CC=CC=C2C=C1)NC(C)=O (R)-N-(1-(2,6-dimethylphenyl)-2-(quinolin-2-yl)ethyl)acetamide Mono-2-(Methacryloyloxy)ethyl-Succinate